6-(6-Chloropyrazin-2-yl)-N2,N4-bis(3,3-difluorocyclopentyl)-1,3,5-triazine-2,4-diamine ClC1=CN=CC(=N1)C1=NC(=NC(=N1)NC1CC(CC1)(F)F)NC1CC(CC1)(F)F